2-(1-((2-(3,5-dichlorophenyl)-6-((6-(4-ethylpiperazin-1-yl)pyridazin-3-yl)oxy)pyridin-4-yl)methyl)piperidin-4-yl)acetic acid ClC=1C=C(C=C(C1)Cl)C1=NC(=CC(=C1)CN1CCC(CC1)CC(=O)O)OC=1N=NC(=CC1)N1CCN(CC1)CC